IC([C@@H]1[C@H](C[C@@H](O1)N1C(=O)NC(=O)C=C1)O)O 5'-iodo-2'-deoxyuridine